CN1N=C2C=C(C=CC2=C1)CO (2-methyl-2H-indazol-6-yl)methanol